CN(C)CC1=C(C(=CC(=C1)CN(C)C)CN(C)C)O 2,4,6-Trisdimethylaminomethyl-phenol